FC1=C(C=CC(=C1)F)C(COC1=CC=C(C=C1)/C=C/C(=O)C1=CC=C(C=C1)C)(CC1=NC=NN1)O (E)-3-[4-[2-(2,4-Difluorophenyl)-2-hydroxy-3-(1H-1,2,4-triazol-5-yl)propoxy]phenyl]-1-(4-methylphenyl)prop-2-en-1-one